C(C)(C)(C)N[Ti](C)(C)C1(C(=C(C(=C1)C)C)C)C (N-t-butylamino)(tetramethyl-cyclopentadienyl)dimethyl-titanium